tris-(triethylsilyl)antimony C(C)[Si](CC)(CC)[Sb]([Si](CC)(CC)CC)[Si](CC)(CC)CC